(4-benzofuran-2-yl-phenyl)(4-naphthalen-2-yl-phenyl)amine O1C(=CC2=C1C=CC=C2)C2=CC=C(C=C2)NC2=CC=C(C=C2)C2=CC1=CC=CC=C1C=C2